N1CCC(CC1)N1CCC1 PIPERIDIN-4-YL-AZETIDINE